di(triethylsilyl)zinc sodium 2-morpholinoethansulfonate O1CCN(CC1)CCS(=O)(=O)[O-].[Na+].C(C)[Si](CC)(CC)[Zn][Si](CC)(CC)CC